N-[(1R)-1-[3-(difluoromethyl)-2-fluoro-phenyl]ethyl]-6-(1,1-dioxo-3,6-dihydro-2H-thiopyran-4-yl)-8-methoxy-2-methyl-pyrido[3,4-d]pyrimidin-4-amine FC(C=1C(=C(C=CC1)[C@@H](C)NC=1C2=C(N=C(N1)C)C(=NC(=C2)C=2CCS(CC2)(=O)=O)OC)F)F